CCCCCCCCCCCCCCCCC(=O)O[C@H](COC(=O)CCCCCCC/C=C\CCCCC)COP(=O)(O)OC[C@H](CO)O 1-(9Z-pentadecenoyl)-2-heptadecanoyl-glycero-3-phospho-(1'-sn-glycerol)